C(#N)C=1C=C(C=CC1)C1COC2=C1C=C(C=C2C(=O)NC)C(=O)N 3-(3-cyanophenyl)-N7-methyl-2,3-dihydrobenzofuran-5,7-dicarboxamide